N-trifluoroacetyl-sulfilimine FC(C(=O)N=[SH2])(F)F